C(C)(=O)OC[C@H]1O[C@H]([C@@H](C1)OC(C)=O)N1C2=NC(=NC=C2N(C1=O)C\C=C\C1=CC=CC=C1)N ((2S,4R,5R)-4-acetoxy-5-(2-amino-7-(E)-cinnamyl-8-oxo-7,8-dihydro-9H-purin-9-yl) tetrahydrofuran-2-yl)methyl acetate